(R)-5-((((6-(2-chloro-3-(3-chloro-2-(4-((((S)-2-hydroxypropyl)amino)methyl)-3-methoxy-5-methylphenyl)pyridin-4-yl)phenyl)-2-methoxypyridin-3-yl)methyl)amino)methyl)pyrrolidin-2-one ClC1=C(C=CC=C1C1=C(C(=NC=C1)C1=CC(=C(C(=C1)C)CNC[C@H](C)O)OC)Cl)C1=CC=C(C(=N1)OC)CNC[C@H]1CCC(N1)=O